(3S,4S)-tert-butyl 3-fluoro-4-((4-(7-methoxy-6-(1,1,1-trifluoro-2-hydroxypropan-2-yl)imidazo[1,2-a]pyridin-3-yl)pyrimidin-2-yl)amino)pyrrolidine-1-carboxylate F[C@H]1CN(C[C@@H]1NC1=NC=CC(=N1)C1=CN=C2N1C=C(C(=C2)OC)C(C(F)(F)F)(C)O)C(=O)OC(C)(C)C